BrC1=CC=C(C=C1)C(C=CC1=CC(=CC=C1)O)=O 1-(4-Bromophenyl)-3-(3-hydroxyphenyl)prop-2-ene-1-one